O.[Br] Bromine water